bromo-1,1-dimethoxyethane BrC(C)(OC)OC